cis-3-heptadecene-1,2-dicarboxylic acid C(C(\C=C/CCCCCCCCCCCCC)C(=O)O)C(=O)O